7-formyl-3,3-dimethyl-N-{3-[(1r,3r)-3-cyano-1-[(4-methyl-1,2,4-triazol-3-yl)methyl]cyclobutyl]phenyl}-1H,2H-pyrrolo[3,2-b]pyridine-5-carboxamide C(=O)C1=C2C(=NC(=C1)C(=O)NC1=CC(=CC=C1)C1(CC(C1)C#N)CC1=NN=CN1C)C(CN2)(C)C